NC1=NC=CC=C1NC1=NC(=CC(=N1)N=S(=O)(C)C)N1[C@@H](COCC1)C (R)-((2-((2-aminopyridin-3-yl)amino)-6-(3-methylmorpholino)pyrimidin-4-yl)imino)dimethyl-λ6-sulfanone